O[C@@H]1CC[C@H](CC1)NC(OC(C)(C)C)=O trans-tert-butyl (4-hydroxycyclohexyl)carbamate